C1(C(CCCC1)N)N 1,2-Cyclohexandiamin